CN(C(=O)C1=CC=C(C=N1)NC(O[C@H](C)[C@H](C)OC1=CC2=C(N=C(S2)C2=C3N=CC(=NC3=CC(=C2)C)OC)C=C1F)=O)C (2R,3S)-3-((5-fluoro-2-(2-methoxy-7-methylquinoxalin-5-yl)benzo[d]thiazol-6-yl)oxy)butan-2-yl (6-(dimethylcarbamoyl)pyridin-3-yl)carbamate